3'-aza-2'-[18F]fluoro-5-methyltetrahydrofolate [18F]C1=C(C(N[C@@H](CCC(=O)[O-])C(=O)O)=O)C=CC(=N1)NCC1CNC=2N=C(N)NC(=O)C2N1C